OC=1C=C(C=CC1)C1C(=C(NC=2CC(CC(C12)=O)C1=CC=CC=C1)C)C(=O)OC methyl 4-(3-hydroxyphenyl)-2-methyl-5-oxo-7-phenyl-1,4,5,6,7,8-hexahydroquinoline-3-carboxylate